NC1=NN2C(C=C(C=C2)C=2C=NC(=C(C(=O)NCC3=C(C(=CC(=C3)F)F)OC3COCCC3)C2)OC)=N1 5-(2-amino-[1,2,4]triazolo[1,5-a]pyridin-7-yl)-N-(3,5-difluoro-2-((tetrahydro-2H-pyran-3-yl)oxy)benzyl)-2-methoxynicotinamide